N,N-dimethylhexacosa-17,20-dien-9-amine CN(C(CCCCCCCC)CCCCCCCC=CCC=CCCCCC)C